[(3S,9aS)-3-[4-(trifluoromethoxy)-2-pyridyl]-3,4,6,7,9,9a-hexahydro-1H-pyrazino[2,1-c][1,4]oxazin-8-yl]-(2-chloro-3-methoxy-phenyl)methanone FC(OC1=CC(=NC=C1)[C@@H]1CN2[C@H](CO1)CN(CC2)C(=O)C2=C(C(=CC=C2)OC)Cl)(F)F